4-(2-chloro-5,6,7,8-tetrahydropyrido[3,4-d]pyrimidin-4-yl)-3-(2-methoxy-2-oxoethyl)piperazine-1-carboxylic acid benzyl ester C(C1=CC=CC=C1)OC(=O)N1CC(N(CC1)C=1C2=C(N=C(N1)Cl)CNCC2)CC(=O)OC